C(C)S(=O)(=O)N([C@H]1C([C@H](N(C1)C(=O)OC(C)(C)C)COS(=O)(=O)C)(F)F)CC1=CC=C(C=C1)OC tert-butyl (2R,4R)-4-{(ethanesulfonyl)[(4-methoxyphenyl)methyl]amino}-3,3-difluoro-2-{[(methanesulfonyl)oxy]methyl}pyrrolidine-1-carboxylate